ClC=1C(=CC(=C(C#N)C1)O[C@H](C(F)(F)F)C)N1N=C2N(CCCC2)C1=O 5-chloro-4-(3-oxo-5,6,7,8-tetrahydro[1,2,4]triazolo[4,3-a]pyridin-2(3H)-yl)-2-{[(2S)-1,1,1-trifluoropropan-2-yl]oxy}benzonitrile